(S)-2-((S)-2-benzyl-3-(N-hydroxyformamido)propanamido)propanoic acid C(C1=CC=CC=C1)[C@H](C(=O)N[C@H](C(=O)O)C)CN(C=O)O